3-Ethyl-7-((4-(2-methylimidazo[1,2-a]pyrazin-6-yl)piperazin-1-yl)methyl)-1,5-naphthyridine C(C)C=1C=NC2=CC(=CN=C2C1)CN1CCN(CC1)C=1N=CC=2N(C1)C=C(N2)C